N-((3-Hydroxypiperidin-3-yl)methyl)methanesulfonamide OC1(CNCCC1)CNS(=O)(=O)C